o-picolinic acid N1=C(C=CC=C1)C(=O)O